2-[4-[[6-oxo-5-(trifluoromethyl)-1H-pyridazin-4-yl]amino]pentyl]-6-[5-(trifluoromethyl)-2-pyridinyl]isoquinolin-1-one O=C1C(=C(C=NN1)NC(CCCN1C(C2=CC=C(C=C2C=C1)C1=NC=C(C=C1)C(F)(F)F)=O)C)C(F)(F)F